C(C)(=O)O.ClC1=C(C=CC=C1Cl)N1CCN(CC1)CC[C@@H]1C[C@H](C1)NC(=O)C=1OC=CN1 N-(trans-3-(2-(4-(2,3-dichlorophenyl)piperazin-1-yl)ethyl)cyclobutyl)oxazole-2-carboxamide acetate